O.[N+](=O)([O-])[O-].[Al+3].[N+](=O)([O-])[O-].[N+](=O)([O-])[O-] aluminum nitrate, hydrate